N-Methyl-N-(2-methyl-1,3-benzoxazol-6-yl)-3-[3-(trifluoromethyl)-4,5,6,7-tetrahydropyrazolo[4,3-c]pyridin-1-yl]benzamid Hydrochlorid Cl.CN(C(C1=CC(=CC=C1)N1N=C(C=2CNCCC21)C(F)(F)F)=O)C2=CC1=C(N=C(O1)C)C=C2